C1(=CC=CC2=CC=CC=C12)C=1C=C2CCNCC2=CC1 6-(naphthalen-1-yl)-1,2,3,4-tetrahydroisoquinoline